C(C)(=O)C1=CC2=C(C(N(CCO2)C[C@@H](CN2CC3=CC=CC=C3CC2)O)=O)C=C1 8-acetyl-4-[(2R)-3-(3,4-dihydro-1H-isoquinolin-2-yl)-2-hydroxypropyl]-2,3-dihydro-1,4-benzoxazepin-5-one